OCC1=C(SC2=C1CCO[C@]21C[C@@H](N(CC1)CC=1C=NN(C1)CC1(CCOCC1)O)C)C(F)(F)F 4-[[4-[[(2'S,7R)-3-(hydroxymethyl)-2'-methyl-2-(trifluoromethyl)spiro[4,5-dihydrothieno[2,3-c]pyran-7,4'-piperidine]-1'-yl]methyl]pyrazol-1-yl]methyl]tetrahydropyran-4-ol